BrC1=C(C(=NC=C1)F)F 4-Bromo-2,3-difluoropyridine